6-methyl-1,4-oxaazepine CC=1C=NC=COC1